4-({6-[(1r,2s)-5'-methoxy-2'-oxo-1',2'-dihydrospiro[cyclopropane-1,3'-indol]-2-yl]-1H-indazol-3-yl}amino)-1-methyl-1H-pyrazole-3-carbonitrile COC=1C=C2[C@]3(C(NC2=CC1)=O)[C@@H](C3)C3=CC=C1C(=NNC1=C3)NC=3C(=NN(C3)C)C#N